[(2R)-3-(benzyloxy)-1-(2-methyl-3-phenyl-4H,5H,7H-pyrazolo[3,4-c]pyridin-6-yl-1-oxopropan-2-yl)carbamoyl-1-methylethyl]carbamic acid tert-butyl ester C(C)(C)(C)OC(NC(C)(C)C(N[C@@H](C=O)C(OCC1=CC=CC=C1)N1CC=2C(CC1)=C(N(N2)C)C2=CC=CC=C2)=O)=O